dimethyl-3-pyridin-2-ylpropan CC(CCC1=NC=CC=C1)C